3-(((3-methoxybenzyl)(4-(morpholinomethyl)phenyl)amino)methyl)-N,N-dimethylaniline COC=1C=C(CN(C2=CC=C(C=C2)CN2CCOCC2)CC=2C=C(N(C)C)C=CC2)C=CC1